FC(=C(C(=C(F)F)F)F)F Perfluoro-1,3-butadiene